benzyl 2-amino-9-hydroxymethyl-3-oxo-3H-phenoxazine-1-carboxylate NC1=C(C2=NC3=C(C=CC=C3OC2=CC1=O)CO)C(=O)OCC1=CC=CC=C1